1-((3S,4R)-4-(3,4-difluorophenyl)-1-(2-Methoxyethyl)pyrrolidin-3-yl)-3-(1-(2-hydroxyethyl)-3-phenyl-1H-pyrazol-5-yl)urea FC=1C=C(C=CC1F)[C@H]1[C@@H](CN(C1)CCOC)NC(=O)NC1=CC(=NN1CCO)C1=CC=CC=C1